NC1=NC=CC(=C1Cl)OC1=C(C=C(C=C1)NC(=O)C=1C=NN(C1C(F)(F)F)C1=NC=C(C=N1)F)F N-(4-((2-amino-3-chloropyridin-4-yl)oxy)-3-fluorophenyl)-1-(5-fluoropyrimidine-2-yl)-5-(trifluoromethyl)-1H-pyrazole-4-carboxamide